ClC=1C(N(C(=CC1OCC1=CC=C(C=C1)OC)C)C1=CC(=NC=C1C)C1=NC(=NC=C1)C(C)(C)O)=O 3-chloro-2'-[2-(2-hydroxypropan-2-yl)pyrimidin-4-yl]-4-[(4-methoxyphenyl)methoxy]-5',6-dimethyl-[1,4'-bipyridin]-2-one